ON(C(=O)C1CCN(CC1)C(C)C)CC1=CC=C(C=C1)NC1=CC=C(C=C1)N1CCCCC1 N-hydroxy-1-isopropyl-N-(4-((4-(piperidin-1-yl)phenyl)amino)benzyl)piperidine-4-carboxamide